CCCCCCCCCCCCCCCCCCC(=O)O[C@H](COC(=O)CCCC/C=C\C/C=C\C/C=C\CCCCC)COP(=O)(O)OC[C@@H](C(=O)O)N 1-(6Z,9Z,12Z-octadecatrienoyl)-2-nonadecanoyl-glycero-3-phosphoserine